C1N(CC2NSC=3C(NCC21)=CNC3)C(=O)[O-] 3a,4,7,9,10,10a-hexahydro-1H-dipyrrolo[3,4-c:3',4'-g][1,2,6]thiadiazocine-2(3H)-carboxylate